bis[2-(1-piperazinyl)ethyl]amine N1(CCNCC1)CCNCCN1CCNCC1